2-(1,3-benzothiazol-2-yl)-N-{[(4R)-4-cyclopropyl-2,5-dioxoimidazolidin-4-yl]methyl}-2H-1,2,3-triazole-4-carboxamide S1C(=NC2=C1C=CC=C2)N2N=CC(=N2)C(=O)NC[C@]2(NC(NC2=O)=O)C2CC2